1,1-dimethyl-1H-benzo[E]indole-3-ium CC1(C=[NH+]C=2C=CC3=C(C12)C=CC=C3)C